NC1=CC=C(C=C1)N1CCN(CC1)C1CCC2(C1)CCN(CC2)C=2C=C(C(=O)NC1C(NC(CC1)=O)=O)C=CC2F 3-[3-[4-(4-aminophenyl)piperazin-1-yl]-8-azaspiro[4.5]decan-8-yl]-N-(2,6-dioxo-3-piperidyl)-4-fluoro-benzamide